C1(CCCCC1)CCN1C(=NC2=NC=CN=C2C1=O)SCC(=O)NC=1SC=CN1 2-((3-(2-Cyclohexylethyl)-4-oxo-3,4-dihydropteridin-2-yl)thio)-N-(thiazol-2-yl)acetamide